CN(C(COCCCCCCCC\C=C/CCCCCC(=O)OC)COCCCC(=O)OC)C (Z)-methyl 16-(2-(dimethylamino)-3-(4-methoxy-4-oxobutoxy)propoxy)hexadec-7-enoate